naphthalen-1-yl benzoate C(C1=CC=CC=C1)(=O)OC1=CC=CC2=CC=CC=C12